N1CC(C1)NC1CC(N(C1)C1=CC=C(C=C1)S(=O)(=O)N1CCN(CC1)C1=NC(=CC(=C1)C(F)(F)F)Cl)=O 4-(azetidin-3-ylamino)-1-[4-[4-[6-chloro-4-(trifluoromethyl)-2-pyridyl]piperazin-1-yl]sulfonylphenyl]pyrrolidin-2-one